N-(2-chloro-5-methylpyridine-3-sulfonyl)-6-(dimethylamino)-1-benzofuran-2-carboxamide ClC1=NC=C(C=C1S(=O)(=O)NC(=O)C=1OC2=C(C1)C=CC(=C2)N(C)C)C